ClC=1C(=C(NC2CC2)C(=CC1I)[N+](=O)[O-])F 3-chloro-N-cyclopropyl-2-fluoro-4-iodo-6-nitroaniline